4-amino-2,4-dihydro-5-(1-methylethyl)-3H-1,2,4-triazol-3-one NN1C(NN=C1C(C)C)=O